4-[(4-cyclohexylphenyl)amino]-2-(dipropylamino)-6-(prop-2-yl)-5,6-dihydro-7H-pyrrolo[3,4-d]pyrimidin-7-one C1(CCCCC1)C1=CC=C(C=C1)NC=1C2=C(N=C(N1)N(CCC)CCC)C(N(C2)C(C)C)=O